[Cu].[Zn].[Ti].FC1(CN(CC1)CCCO)F 3-(3,3-difluoropyrrolidin-1-yl)propanol titanium-zinc-copper